(E)-N-(2-fluoro-4-isocyanatophenyl)but-2-enamide methyl-1-(4-(1-(2,6-dichlorophenyl)azetidin-3-yl)-2,6-diethylbenzyl)-piperidine-4-carboxylate COC(=O)C1CCN(CC1)CC1=C(C=C(C=C1CC)C1CN(C1)C1=C(C=CC=C1Cl)Cl)CC.FC1=C(C=CC(=C1)N=C=O)NC(\C=C\C)=O